FC(C(=O)[O-])C(=O)[O-].[Li+].[Li+] lithium fluoromalonate